NC1=CC=C(C(=C1C(=O)N(C)C)F)C=1C(=C2C(=NC1)NC[C@@]21[C@H](C1)C1=CC=CC=C1)Cl 6-Amino-3-((1S,2R)-4'-chloro-2-phenyl-1',2'-dihydrospiro[cyclopropane-1,3'-pyrrolo[2,3-b]pyridin]-5'-yl)-2-fluoro-N,N-dimethylbenzamide